(cis)-tert-Butyl 3,3-difluoro-4-((1-(2-methoxy-2-oxoethyl)cyclopropyl)methyl)hexahydropyrrolo[3,2-b]pyrrole-1(2H)-carboxylate FC1([C@H]2[C@@H](N(C1)C(=O)OC(C)(C)C)CCN2CC2(CC2)CC(=O)OC)F